diethyl (2-(4-(2-propylpentanoyl)piperazin-1-yl)ethyl)-phosphoramidate C(CC)C(C(=O)N1CCN(CC1)CCNP(OCC)(OCC)=O)CCC